(2-methyl-5-(6-methyl-7-oxo-6,7-dihydro-1H-pyrrolo[2,3-c]pyridin-4-yl)-3-(4-(trifluoromethyl)benzyl)-3H-imidazo[4,5-b]pyridin-7-yl)ethylsulfonamide antimony [Sb].CC1=NC=2C(=NC(=CC2CCS(=O)(=O)N)C=2C3=C(C(N(C2)C)=O)NC=C3)N1CC1=CC=C(C=C1)C(F)(F)F